4-(4-(6-bromoquinazolin-4-yl)-2-fluorophenyl)-N,N-dimethylpiperazine-1-carboxamide BrC=1C=C2C(=NC=NC2=CC1)C1=CC(=C(C=C1)N1CCN(CC1)C(=O)N(C)C)F